tert-butyl 4-(2-((1,5-dimethyl-1H-pyrazol-4-yl) amino) pyrimidin-4-yl)-2-methylbenzylcarbamate CN1N=CC(=C1C)NC1=NC=CC(=N1)C1=CC(=C(CNC(OC(C)(C)C)=O)C=C1)C